C(CCCC)NC(=O)C1=NC=CC=C1 N-pentyl-pyridine-2-carboxamide